6-chloro-5-(2-chloro-3-fluorophenoxy)-3-(((3-fluoropyridin-2-yl)methyl)amino)-4H-benzo[e][1,2,4]thiadiazine 1,1-dioxide ClC=1C=CC2=C(NC(=NS2(=O)=O)NCC2=NC=CC=C2F)C1OC1=C(C(=CC=C1)F)Cl